COCCN1C=NC2=CC=C(C=C2C1=O)NC(NC=1C=C(C(=O)NC(C(=O)OC)C(C)C)C=CC1)=O methyl 2-(3-(3-(3-(2-methoxyethyl)-4-oxo-3,4-dihydroquinazolin-6-yl)ureido)benzamido)-3-methylbutanoate